P(OC[C@H]1O[C@H]([C@H]([C@@H]1O)F)N1C2=NC=NC(=C2N=C1)N)(O)(O)=S O-{[(2R,3R,4S,5R)-5-(6-amino-9H-purin-9-yl)-4-fluoro-3-hydroxyoxolan-2-yl]methyl} O,O-dihydrogen phosphorothioate